NC1=C(C=C(C=C1)C1=CN(C=2N=CN=C(C21)N)CCOC)F 5-(4-amino-3-fluorophenyl)-7-(2-methoxyethyl)-7H-pyrrolo[2,3-d]Pyrimidin-4-amine